CC(C=C)CC=CC 3-methyl-1,5-heptadiene